CN(NC)C(=O)[O-] 1,2-dimethylhydrazine-carboxylate